4-[(R)-(1-phenyl-ethyl)amino]-6-{[4-(morpholine-4-yl)-1-oxo-2-butene-1-yl]amino}-7-cyclopentyloxy-quinazoline C1(=CC=CC=C1)[C@@H](C)NC1=NC=NC2=CC(=C(C=C12)NC(C=CCN1CCOCC1)=O)OC1CCCC1